6-((7S,8aS)-7-(3-(2,3-dihydro-1H-inden-4-yl)propyl)-6-oxohexahydropyrrolo[1,2-a]pyrazin-2(1H)-yl)nicotinonitrile C1CCC2=C(C=CC=C12)CCC[C@H]1C[C@@H]2N(CCN(C2)C2=NC=C(C#N)C=C2)C1=O